ClC1=C(C=CC(=C1)F)CC(=O)NC1=CN=NC(=C1)NC1=CC=C(C=C1)F 2-(2-chloro-4-fluorophenyl)-N-[6-(4-fluoroanilino)pyridazin-4-yl]acetamide